C(C)(C)(C)OC(=O)N1[C@H](C[C@@H](C1)F)C=1C(=NC=C(C1)F)OCCCCN1C=NC=2C=NC=3C=CC(=CC3C21)Br (2R,4S)-2-(2-(4-(8-bromo-1H-imidazo[4,5-c]quinolin-1-yl)butoxy)-5-fluoropyridin-3-yl)-4-fluoropyrrolidine-1-carboxylic acid tert-butyl ester